4-(4-chloro-2-fluorophenyl)piperidine TFA salt OC(=O)C(F)(F)F.ClC1=CC(=C(C=C1)C1CCNCC1)F